N-{4-[4-(5-chloro-2-methylphenyl)piperazinyl]butyl}-benzothiazolin-2-one-6-carboxamide ClC=1C=CC(=C(C1)N1CCN(CC1)CCCCNC(=O)C1=CC2=C(NC(S2)=O)C=C1)C